FC(C(=O)Cl)(C(C(C(C(F)(F)F)(F)F)(F)F)(F)F)F perfluorocaproyl chloride